CN(CCNC1=C2C(=NC(=N1)C1=CC=C(C=C1)NS(=O)(=O)C=1C=NC(=CC1)NCC1=CC=C(C=C1)OC)N(N=C2C)C2OCCCC2)C N-[4-(4-[[2-(dimethylamino)ethyl]amino]-3-methyl-1-(oxan-2-yl)pyrazolo[3,4-d]pyrimidin-6-yl)phenyl]-6-[[(4-methoxyphenyl)methyl]amino]pyridine-3-sulfonamide